C1(CC1)C1=CC=C(C=C1)C=1C=C(C(=NC1)C1=NC2=C(N1C)C=CC(=C2)S(=O)C(F)(F)F)S(=O)(=O)CC 2-[5-(4-cyclopropylphenyl)-3-(ethanesulfonyl)pyridin-2-yl]-1-methyl-5-trifluoromethanesulfinyl-1,3-benzodiazole